BrC1=[SiH]C=2C(C3=CC(=C(C=C3C2C=C1OC)OC)Br)(C)C 2,7-dibromo-3,6-dimethoxy-9,9-dimethyl-silafluorene